BrC1=CC=C(C=C1)C1=NC(=NC(=C1C1=CC=CC=C1)C1=CC=C(C=C1)Cl)C1=CC=CC=C1 4-(4-bromophenyl)-6-(4-chlorophenyl)-2,5-diphenylpyrimidine